tert-butyl ((1-(2-((6-((2-amino-2-oxo-1-phenylethyl)thio)-3,5-dicyano-4-ethylpyridin-2-yl)(methyl)amino)ethyl)-4-hydroxypiperidin-4-yl)methyl)carbamate NC(C(C1=CC=CC=C1)SC1=C(C(=C(C(=N1)N(CCN1CCC(CC1)(O)CNC(OC(C)(C)C)=O)C)C#N)CC)C#N)=O